deuteropyranone [2H]C=1C(OC=CC1)=O